COC=1C=C(CN(C2=CC(=NC=C2)CN2C(CNC(C2)=O)=O)CC2=CC=C3C=CC=NC3=C2)C=CC1 1-((4-((3-methoxybenzyl)(quinolin-7-ylmethyl)amino)pyridin-2-yl)methyl)piperazine-2,5-dione